C(C)(=O)OCC(CCC)C 2-methylpentyl ethanoate